N-(4-ethynyl-2-fluorophenyl)-1H-pyrrolo[3,2-H]quinoline-3-sulfonamide C(#C)C1=CC(=C(C=C1)NS(=O)(=O)C1=CNC2=C1C=CC=1C=CC=NC21)F